methyl (2S)-2-[[(2S)-2-[[(2S)-2-amino-3-(4-fluorophenyl)propanoyl]amino]-4-methyl-pentanoyl]amino]-3-[(3S)-2-oxo-3-piperidyl]propanoate N[C@H](C(=O)N[C@H](C(=O)N[C@H](C(=O)OC)C[C@H]1C(NCCC1)=O)CC(C)C)CC1=CC=C(C=C1)F